COC1=NC(=NC(=C1)OC)NC(=O)NS(=O)(=O)C1=C(C=NN1C)C(=O)O 5-[(4,6-dimethoxypyrimidin-2-ylcarbamoyl)sulfamoyl]-1-methylpyrazole-4-carboxylic acid